COC=1C=C(C=CC1OC)C1=NC2=C(N1C)C=C(C=C2C)C2CCN(CC2)C2CCN(CC2)C(C)C 2-(3,4-dimethoxyphenyl)-6-(1'-isopropyl-[1,4'-bipiperidin]-4-yl)-1,4-dimethyl-1H-benzo[d]imidazole